FC1C(C1)C(=O)NC1=NC=NC(=C1)C=1C(=NC=CC1)NC=1C=NC(=CC1C)[C@H](CC)O 2-fluoro-N-{6-[2-({6-[(1S)-1-hydroxypropyl]-4-methylpyridin-3-yl}amino)pyridin-3-yl]pyrimidin-4-yl}cyclopropane-1-carboxamide